{[(2S,4S)-4-[(2-{[(5-Chloro-3-fluoropyridin-2-yl)oxy]methyl}pyrimidin-4-yl)oxy]-2-methylpiperidin-1-yl]methyl}-1-[(2R)-2-(difluoromethoxy)propyl]-1H-1,3-benzodiazole-6-carboxylic acid ClC=1C=C(C(=NC1)OCC1=NC=CC(=N1)O[C@@H]1C[C@@H](N(CC1)CC1=NC2=C(N1C[C@@H](C)OC(F)F)C=C(C=C2)C(=O)O)C)F